N[C@@H](CN1C=2C(OCC1=O)=CSC2C(=O)OC)C(=O)OC Methyl (S)-4-(2-amino-3-methoxy-3-oxopropyl)-3-oxo-3,4-dihydro-2H-thieno[3,4-b][1,4]oxazine-5-carboxylate